C(C)(C)C=1C=C(CNC2=NC=C(C=N2)C(=O)N2[C@H](CC2)C)C=C(C1)OC(F)(F)F (S)-(2-((3-isopropyl-5-(trifluoromethoxy)benzyl)amino)pyrimidin-5-yl)(2-methylazetidin-1-yl)methanone